tert-butyl 4-[1-[4-(3-fluoro-5-nitro-2-pyridyl)piperazin-1-yl]-1-methyl-ethyl]piperidine-1-carboxylate FC=1C(=NC=C(C1)[N+](=O)[O-])N1CCN(CC1)C(C)(C)C1CCN(CC1)C(=O)OC(C)(C)C